OC(C)(C)C1=CC(=C(C=C1)NC=1N=CC2=C(N1)N(C(=C2)C#N)[C@H]2COC[C@@H]2C)OC2COC2 2-((4-(2-hydroxypropan-2-yl)-2-(oxetan-3-yloxy)phenyl)amino)-7-((3R,4R)-4-methyltetrahydrofuran-3-yl)-7H-pyrrolo[2,3-d]pyrimidine-6-carbonitrile